FC=1C=C(C=CC1)[C@H]1CC[C@H](CC1)OC[C@@H]1N([C@@H](C[C@@H]1NS(=O)(=O)N(C)C)C)C1=NC=CC(=C1)O N'-((2R,3S,5R)-2-((((CIS)-4-(3-fluorophenyl)cyclohexyl)oxy)methyl)-1-(4-hydroxypyridin-2-yl)-5-methylpyrrolidin-3-yl)-N,N-dimethyl-sulfamide